tert-butyl 2-[1-[3-[(2,6-dioxo-3-piperidyl)-methyl-amino]phenyl]-4-fluoro-4-piperidyl]acetate O=C1NC(CCC1N(C=1C=C(C=CC1)N1CCC(CC1)(F)CC(=O)OC(C)(C)C)C)=O